CC1(OC2=C(C(=C(C(=C2CC1)C)O)C)C)CCCC(CCCC(CCCC(C)C)C)C 2,5,7,8-tetramethyl-2-(4',8',12'-trimethyltridecyl)-6-hydroxy-chroman